[2H]C([2H])([2H])C([2H])([2H])C([2H])([2H])C([2H])([2H])C([2H])([2H])C([2H])([2H])C([2H])([2H])C([2H])([2H])C([2H])([2H])C([2H])([2H])[2H] n-decane-d22